1-((1-Fluorocyclobutyl)methyl)-3-iodo-6-(4-nitro-1-(tetrahydro-2H-pyran-2-yl)-1H-pyrazol-3-yl)-1H-pyrazolo[4,3-c]pyridine FC1(CCC1)CN1N=C(C=2C=NC(=CC21)C2=NN(C=C2[N+](=O)[O-])C2OCCCC2)I